7-cyclopropyl-3-[5-(4-fluorophenyl)-1,3-oxazol-4-yl]-2H,3H,7H-pyrrolo[2,3-d]pyrimidin-2-one C1(CC1)N1C=CC=2C1=NC(N(C2)C=2N=COC2C2=CC=C(C=C2)F)=O